2,3,5,6-tetrahydro-1H-imidazo[1,2-a]imidazole N1C=2N(CC1)CCN2